N1(CCOCC1)CCOC1=CC=C(C=C1)C=1C=NC=2N(C1)N=CC2C2=CC=NC1=CC=CC=C21 4-[6-[4-[2-(4-Morpholinyl)ethoxy]phenyl]pyrazolo[1,5-a]pyrimidin-3-yl]quinoline